C1(CCCC1)C=1N=CC(=NC1)CN(C(=O)[C@@H]1N(CC1)S(=O)(=O)C1=C(C(=C(C(=C1F)F)F)F)F)C1=CC(=C(C(=O)O)C=C1)O (R)-4-(N-((5-cyclopentylpyrazin-2-yl)methyl)-1-((perfluorophenyl)sulfonyl)azetidine-2-carboxamido)-2-hydroxybenzoic acid